FC(C1CC2(CN(C2)C=2C=C3C(=CC=NC3=CC2)C(=O)O)C1)(F)F 6-(6-(Trifluoromethyl)-2-azaspiro[3.3]heptan-2-yl)quinoline-4-carboxylic acid